Tetrakis(4-hydroxyphenyl)porphyrin chloride [Cl-].OC1=CC=C(C=C1)C1=C2C=CC(C(=C3C=CC(=C(C=4C=CC(=C(C5=CC=C1N5)C5=CC=C(C=C5)O)N4)C4=CC=C(C=C4)O)N3)C3=CC=C(C=C3)O)=N2